CC1=C(C=C(OC[C@H]2N(CC2)C(=O)OC(C)(C)C)C=C1)C(NC1(CC1)C1=C2C=CC(=NC2=CC(=C1)B1OC(C(O1)(C)C)(C)C)C)=O (S)-tert-butyl 2-((4-methyl-3-((1-(2-methyl-7-(4,4,5,5-tetramethyl-1,3,2-dioxaborolan-2-yl)quinolin-5-yl)cyclopropyl)carbamoyl)phenoxy)methyl)azetidine-1-carboxylate